ClC(C1=NC(=NO1)CC=1NC2=C(C=NC=3C=CC(=CC23)C#N)N1)(Cl)Cl 2-((5-(trichloromethyl)-1,2,4-oxadiazol-3-yl)methyl)-1H-imidazo[4,5-c]quinoline-8-carbonitrile